2-oxo-1'-{2-[(1-oxo-2,3-dihydro-1H-isoindol-5-yl)oxy]ethyl}-1,2-dihydrospiro[indole-3,4'-piperidine]-5-carbonitrile O=C1NC2=CC=C(C=C2C12CCN(CC2)CCOC=2C=C1CNC(C1=CC2)=O)C#N